5-fluoro-6-(methoxymethyl)-1-toluenesulfonyl-1H-indole-2-carboxylic acid ethyl ester C(C)OC(=O)C=1N(C2=CC(=C(C=C2C1)F)COC)S(=O)(=O)CC1=CC=CC=C1